N-(2-(6-methoxy-3,4-dihydroisoquinolin-2(1H)-yl)-5-methylphenyl)acetamide COC=1C=C2CCN(CC2=CC1)C1=C(C=C(C=C1)C)NC(C)=O